3-(tert-butoxycarbonylamino)-bicyclo[1.1.1]pentane-1-carboxylic acid C(C)(C)(C)OC(=O)NC12CC(C1)(C2)C(=O)O